17-(Hydroxymethyl)-18-oxa-4,14,22-triazahexacyclo[20.6.1.17,14.02,6.08,13.023,28]triaconta-1(29),2(6),7(30),8,10,12,23,25,27-nonaene-3,5-dione OCC1CCN2C3=CC=CC=C3C(C=3C(NC(C3C=3C4=CC=CC=C4N(CCCO1)C3)=O)=O)=C2